NC1=NC=2C=NC(=CC2C2=C1COC2)C(=O)N2[C@H]1C3=C(O[C@@H](CC2)C1)C=C(C=C3)OC(F)(F)F (4-amino-1,3-dihydrofuro[3,4-c][1,7]naphthyridin-8-yl)((2S,6R)-9-(trifluoromethoxy)-3,4-dihydro-2H-2,6-methanobenzo[b][1,5]oxazocin-5(6H)-yl)methanone